C1=CC=C2C(=C1)C(=CN2)C[C@H](C(=O)N/N=C/C3=CC4=NC=CN=C4C=C3)N The molecule is a D-tryptophan derivative obtained by formal condensation of the carboxy group of D-tryptophan with the amino group of (quinoxalin-6-yl)methylidenehydrazide. It directly targets the Rho GEF binding domain, thereby preventing Rho from interacting with its GEFs It has a role as a RhoA inhibitor, a RhoC inhibitor and an antineoplastic agent. It is a D-tryptophan derivative, a quinoxaline derivative and a hydrazone.